ClC1=C(C=CC(=C1F)OC)C1=CN=C2N1C=CN=C2NC2=CC(=C(C=C2)C(=O)N2CCN(CC2)C(=O)C2CCNCC2)C [4-[[3-(2-chloro-3-fluoro-4-methoxyphenyl)imidazo[1,2-a]pyrazin-8-yl]amino]-2-methylphenyl]-[4-(piperidine-4-carbonyl)piperazin-1-yl]methanone